FC(CCCCI)(F)F 1,1,1-Trifluoro-5-Iodopentane